[Na+].P(=O)(OCCCCCCCCCCCCCC)([O-])[O-].[Na+] tetradecyl phosphate sodium salt